(4-(trifluoromethyl)-phenyl)-1H-indol-5-amine FC(C1=CC=C(C=C1)N1C=CC2=CC(=CC=C12)N)(F)F